C(=O)O.ClC=1C=C2CCCN(C2=C(C1)C1=C2C(=NC=C1)C=C(S2)CN2N=CC(=CC2=O)CC(F)(F)F)[C@@H]2CNC1(CCC1)C2 (S)-2-((7-(6-chloro-1-(5-azaspiro[3.4]octan-7-yl)-1,2,3,4-tetrahydroquinolin-8-yl)thieno[3,2-b]pyridin-2-yl)methyl)-5-(2,2,2-trifluoroethyl)pyridazin-3(2H)-one, formic acid salt